[O-2].C(C)(C)(C)OC(=O)N1CC2(C1)CN(C2)C2=CC=C(C=C2)C2=CC(=C1CN(C(C1=C2)=O)C(C(=O)[Li])C2=C1N(C=N2)CCC1)F [2-[6-[4-(2-tert-butoxycarbonyl-2,6-diazaspiro[3.3]heptan-6-yl)phenyl]-4-fluoro-1-oxo-isoindolin-2-yl]-2-(6,7-dihydro-5H-pyrrolo[1,2-c]imidazol-1-yl)acetyl]lithium oxide